C12CCC#CCCC2C1NC([O-])=O bicyclo[6.1.0]non-4-yn-9-ylcarbamate